N-[(S)-1-(2,4-difluoro-3-methoxyphenyl)ethyl]-4-[(S)-5-methyl-1,4-diazepan-1-yl]-8-cyclopropyl-6-methyl-1,7-diaza-3-naphthamide FC1=C(C=CC(=C1OC)F)[C@H](C)NC(=O)C=1C=NC2=C(N=C(C=C2C1N1CCN[C@H](CC1)C)C)C1CC1